NCCOCCNC(C1=C(C=C(C=C1)NC=1C=2N(C=CN1)C(=CN2)C2=C(C=CC=C2F)F)CC)=O N-[2-(2-amino-ethoxy)ethyl]-4-[[3-(2,6-difluorophenyl)imidazo[1,2-a]pyrazin-8-yl]amino]-2-ethyl-benzamide